2-(5-chloro-2-oxopyridin-1(2H)-yl)acetic acid ClC=1C=CC(N(C1)CC(=O)O)=O